BrC1=C(C=C2C(=NN(C2=C1)C)I)F 6-bromo-5-fluoro-3-iodo-1-methyl-indazole